NC1=C(C=C(C=N1)C1=NC=C(C=C1)C(=O)N1CCN(CC1)C)OC(C)C1=C(C(=CC=C1F)F)Cl {6'-amino-5'-[1-(2-chloro-3,6-difluoro-phenyl)-ethoxy]-[2,3']bipyridinyl-5-yl}-(4-methyl-piperazin-1-yl)-methanone